FC1=C(C2=C(C(N(S2(=O)=O)C)=S)C=C1)C 6-fluoro-2,7-dimethylbenzo[d]isothiazol-3(2H)-thione 1,1-dioxide